(2S)-2-cyclopropyl-2-(9H-fluoren-9-ylmethoxycarbonylamino)acetic acid C1(CC1)[C@@H](C(=O)O)NC(=O)OCC1C2=CC=CC=C2C=2C=CC=CC12